C1=CC=CC=2C3=CC=CC=C3C(C12)COC(=O)N1[C@H]([C@@H]([C@H](C1)O)N1CCN(CCN(CCN(CC1)CC(OC(C)(C)C)=O)CC(OC(C)(C)C)=O)CC(=O)OC(C)(C)C)C(=O)O (2R,3S,4S)-1-(((9H-fluoren-9-yl)methoxy)carbonyl)-4-hydroxy-3-(4,7,10-tris(2-(tert-butoxy)-2-oxoethyl)-1,4,7,10-tetraazacyclododecan-1-yl)pyrrolidine-2-carboxylic acid